FC(C(=O)O)(F)F.ClC1=C(C(=O)N(C)C)C=CC(=C1)N1CC2(C1)CCN(CC2)C2CCNCC2 2-chloro-N,N-dimethyl-4-(7-(piperidin-4-yl)-2,7-diazaspiro[3.5]nonan-2-yl)benzamide, 2,2,2-trifluoroacetate salt